1-(6-amino-5-fluoro-3-methylpyridin-2-yl)-N-(5-chloro-6-(2H-1,2,3-triazol-2-yl)pyridin-3-yl)-5-(trifluoromethyl)-1H-pyrazole-4-carboxamide NC1=C(C=C(C(=N1)N1N=CC(=C1C(F)(F)F)C(=O)NC=1C=NC(=C(C1)Cl)N1N=CC=N1)C)F